N=1C=CN2C1CN(CC2)C=2OC1=C(C=C(C=C1C(C2)=O)C)C(C)NC2=C(C(=O)O)C=CC=C2 2-[1-[2-(6,8-Dihydro-5H-imidazo[1,2-a]pyrazin-7-yl)-6-methyl-4-oxo-chromen-8-yl]ethylamino]benzoic acid